S(=O)(=O)=C1CC=2C=CC=CC2C=C1 6-sulfonylnaphthalene